1,10-Dihydrodicyclopenta[a,h]-naphthaline C1C=CC=2C1=C1C3=C(C=CC1=CC2)C=CC3